C(C=C)N1N(C2=NC(=NC=C2C1=O)NC1=CC=C(C=C1)N1CCOCC1)C1=CC=CC(=N1)S(=O)(=O)N 6-(2-allyl-6-((4-morpholinophenyl)amino)-3-oxo-2,3-dihydro-1H-pyrazolo[3,4-d]pyrimidin-1-yl)pyridine-2-sulfonamide